C(C)(C)(C)N(C(O)=O)C1CC=2N(C3=C(C1)C=C(C=C3)C(F)(F)F)C(=NN2)[C@@H]2CC[C@H](CC2)OC2=NC=CC=C2.CC2=C(C=C([C@H]([C@H]([C@@H]([C@H](C(O)=CC3=C(C=CC=C3)C)O)O)O)O)O)C=CC=C2 di(o-methylbenzylidene)sorbitol Tert-butyl-{1-[trans-4-(pyridin-2-yloxy)cyclohexyl]-8-(trifluoromethyl)-5,6-dihydro-4H-[1,2,4]triazolo[4,3-a][1]benzazepin-5-yl}carbamate